7-(imidazopyridinyl)-Tryptophan N1C(=NC2=C1C=CC=N2)C2=C1NC=C(C[C@H](N)C(=O)O)C1=CC=C2